C(C)(C)(C)OC(=O)N1C[C@@H](CCC1)NC1=NN2C(C(=N1)C1=CNC3=CC=CC=C13)=NC=C2 (3R)-3-[[4-(1H-indol-3-yl)imidazo[2,1-f][1,2,4]triazin-2-yl]amino]piperidine-1-carboxylic acid tert-butyl ester